(R)-N-(6-(imidazo[1,2-a]pyrazin-3-yl)pyridin-2-yl)-5-azaspiro[2.4]heptan-7-amine N=1C=C(N2C1C=NC=C2)C2=CC=CC(=N2)N[C@H]2CNCC21CC1